C(#N)C(C)(C)C1=CC(=NC(=C1)N1[C@@H](COCC1)C)NC1=CC(=NN1C(=O)OC(C)(C)C)C tert-butyl 5-{[4-(1-cyano-1-methylethyl)-6-[(3R)-3-methylmorpholin-4-yl] pyridin-2-yl] amino}-3-methyl-1H-pyrazole-1-carboxylate